(+/-)-5-[4-(2,6-difluoro-4-{[5-(1-hydroxy-2-methylpropan-2-yl)-4,5-dihydro-1,3-oxazol-2-yl]amino}phenoxy)-1H-pyrrolo[2,3-b]pyridin-3-yl]-2-[(propan-2-yl)oxy]benzonitrile FC1=C(OC2=C3C(=NC=C2)NC=C3C=3C=CC(=C(C#N)C3)OC(C)C)C(=CC(=C1)NC=1O[C@@H](CN1)C(CO)(C)C)F |r|